4-[3-[(acetoxyl)methyl]-4-bromophenoxy]benzonitrile O(C(=O)C)CC=1C=C(OC2=CC=C(C#N)C=C2)C=CC1Br